C(C)(C)(C)OC(=O)N1CC2(C1)CCN(CC2)C2=NC(=NC1=CC(=C(C=C21)OC)Br)Cl 7-(7-bromo-2-chloro-6-methoxyquinazolin-4-yl)-2,7-diazaspiro[3.5]Nonane-2-carboxylic acid tert-butyl ester